methyl 5,6-diphenylpyrimidine-4-carboxylate C1(=CC=CC=C1)C=1C(=NC=NC1C1=CC=CC=C1)C(=O)OC